FC1(C[C@@]12N(C(OC2)=C=O)C=2N=C1N(CCOC3=C1C=CC(=C3)N[C@H](C(=O)N)C)C2)F (S)-2-((2-((S)-1,1-difluoro-5-carbonyl-6-oxa-4-azaspiro[2.4]heptan-4-yl)-5,6-dihydrobenzo[f]imidazo[1,2-d][1,4]oxazepin-9-yl)amino)propanamide